[6-(3-cyclopropyl-1,2,4-triazol-1-yl)-2-azaspiro[3.3]heptan-2-yl]-[7-[[3-(trifluoromethyl)isoxazol-5-yl]methyl]-2,7-diazaspiro[3.5]nonan-2-yl]methanone C1(CC1)C1=NN(C=N1)C1CC2(CN(C2)C(=O)N2CC3(C2)CCN(CC3)CC3=CC(=NO3)C(F)(F)F)C1